N-({5-[5-(difluoromethyl)-1,3,4-oxadiazol-2-yl]-1,3-thiazol-2-yl}methyl)-N-(5-fluoropyridin-3-yl)-2-methylpropane-1-sulfonamide FC(C1=NN=C(O1)C1=CN=C(S1)CN(S(=O)(=O)CC(C)C)C=1C=NC=C(C1)F)F